(4S)-4-(3,5-difluorophenyl)-2-formylpyrrolidine-1-carboxylic acid tert-butyl ester C(C)(C)(C)OC(=O)N1C(C[C@H](C1)C1=CC(=CC(=C1)F)F)C=O